C(C)(C)(C)OC(=O)N1CC2(CCN(C2)C=2C=CC=C3C(=NN(C23)C)C=2C(=NC(=CC2)OCC2=CC=CC=C2)OCC2=CC=CC=C2)CCC1 tert-butyl-2-(3-(2,6-bis(benzyloxy)pyridin-3-yl)-1-methyl-1H-indazol-7-yl)-2,7-diazaspiro[4.5]decane-7-carboxylate